ClC=1C=C(C(=C2C=CN(C12)C(=O)OC(C)(C)C)CN1N=C2N=C(C=CC2=C1)C#N)OC tert-Butyl 7-chloro-4-((6-cyano-2H-pyrazolo[3,4-b]pyridin-2-yl)methyl)-5-methoxy-1H-indole-1-carboxylate